2-((1-methyl-1H-1,2,4-triazol-5-yl)methoxy)-N-(1-methyl-1H-tetrazol-5-yl)-6-(trifluoromethyl)nicotinamide CN1N=CN=C1COC1=C(C(=O)NC2=NN=NN2C)C=CC(=N1)C(F)(F)F